ClC1=C(OCC=2C=C(C=CC2)CNC)C=CC(=C1)C(F)(F)F 1-(3-((2-chloro-4-(trifluoromethyl)phenoxy)methyl)phenyl)-N-methyl-methylamine